5-cyclopropyl-2,3',4-trifluoro-2',6'-dimethyl-[1,1'-biphenyl] C1(CC1)C=1C(=CC(=C(C1)C1=C(C(=CC=C1C)F)C)F)F